(S)-1-(2-(4-((8-Methoxychinolin-5-yl)amino)piperidin-1-yl)acetyl)pyrrolidin-2-carbonitril COC=1C=CC(=C2C=CC=NC12)NC1CCN(CC1)CC(=O)N1[C@@H](CCC1)C#N